C(=O)O.NCC1=C(C=C(C=C1)C=1N=C2SC3=C(N2C1)C=CC(=C3)C(=O)NCCCN3CCCCC3)C.NCC3=C(C=C(C=C3)C=3N=C1SC2=C(N1C3)C=CC(=C2)C(=O)NCCCN2CCCCC2)C 2-(4-(aminomethyl)-3-methylphenyl)-N-(3-(piperidin-1-yl)propyl)benzo[d]imidazo[2,1-b]thiazole-7-carboxamide hemi-formate salt